1-octyl-2,3-dimethylimidazole chloride salt [Cl-].C(CCCCCCC)N1C(N(C=C1)C)C